ClC1=NOC(=N1)C1=CC=C(C=C1)Cl 3-chloro-5-(4-chlorophenyl)-1,2,4-oxadiazole